[K+].ClC1=CC=C(C=C1)S(=O)[O-] p-chlorobenzenesulfinic acid potassium salt